(S)-(1-(1-cyclopropyl-2-methyl-5-nitro-1H-benzo[d]imidazol-4-yl)pyrrolidin-3-yl)carbamic acid tert-butyl ester C(C)(C)(C)OC(N[C@@H]1CN(CC1)C1=C(C=CC=2N(C(=NC21)C)C2CC2)[N+](=O)[O-])=O